C1CC12CN(CCC2)C2=NC=CC(=N2)C 2-{5-Azaspiro[2.5]octan-5-yl}-4-methylpyrimidin